[Cl-].OCC[N+](C)(C)C 2-hydroxyethyl-trimethylammonium chloride salt